COC1=CC=C(C=C1)CN1CC2=CC=C(C=C2C2(CC2)C1)C(=C)C 2-(4-methoxyphenyl)methyl-6-prop-1-en-2-yl-spiro[3H-isoquinoline-4,1'-cyclopropane]